oxydichromate O([Cr](=O)(=O)([O-])[O-])[Cr](=O)(=O)([O-])[O-]